O1COC2=C1C=CC(=C2)CNC(=O)C2=CC1=C(C(=N2)C2=CC(=CC=C2)C=2OC3=C(C2)C=CC=C3)[C@H](N(C1)C(=O)NC(C)C)CCO (R)-N6-(benzo[d][1,3]dioxol-5-ylmethyl)-4-(3-(benzofuran-2-yl)phenyl)-3-(2-hydroxyethyl)-N2-isopropyl-1,3-dihydro-2H-pyrrolo[3,4-c]pyridine-2,6-dicarboxamide